ClC=1C=C(C=CC1F)NC(N(C)[C@H](C)C1=CN=C(C2=NC=CN=C21)OC)=O |r| racemic-3-(3-chloro-4-fluorophenyl)-1-(1-(5-methoxypyrido[3,4-b]pyrazin-8-yl)ethyl)-1-methylurea